(S)-1'-(10-bromo-7,8-difluoro-6,11-dihydrodibenzo[b,e]thiepin-11-yl)-4',6'-dioxo-1',2',4',6'-tetrahydrospiro[cyclobutane-1,3'-pyrido[1,2-b]pyridazin]-5'-yl acetate C(C)(=O)OC=1C(C=CN2N(CC3(C(C21)=O)CCC3)[C@H]3C2=C(SCC1=C3C(=CC(=C1F)F)Br)C=CC=C2)=O